(S)-8-(2-(tert-butyl)pyrimidin-5-yl)-3-(hydroxymethyl)-6-oxo-3,4-dihydro-2H,6H-pyrimido[2,1-b][1,3]thiazine-7-carbonitrile C(C)(C)(C)C1=NC=C(C=N1)C=1N=C2SC[C@@H](CN2C(C1C#N)=O)CO